tert-butyl (3R)-3-[(2S)-1-(tert-butoxy)-1-oxo-3-[4-(4,4,5,5-tetramethyl-1,3,2-dioxaborolan-2-yl)phenyl]propan-2-yl]pyrrolidine-1-carboxylate C(C)(C)(C)OC([C@@H](CC1=CC=C(C=C1)B1OC(C(O1)(C)C)(C)C)[C@@H]1CN(CC1)C(=O)OC(C)(C)C)=O